C1(CCCCC1)=CCCC=1C=C(C(=C(C1)OC)OC)OC 5-(3-cyclohexylidenepropyl)-1,2,3-trimethoxybenzene